1-methyl-2'-O-Methylguanosine CN1C(C=2N=CN([C@H]3[C@H](OC)[C@H](O)[C@@H](CO)O3)C2N=C1N)=O